ClC=1C(=NC=NC1)C1CN(C1)[C@@H]1[C@@H](CCCC1)OC=1C=C2CN(C(C2=CC1)=O)N1C(CCCC1=O)=O (5-(((cis)-2-(3-(5-chloropyrimidin-4-yl)azetidin-1-yl)cyclohexyl)oxy)-1-oxo-isoindolin-2-yl)piperidine-2,6-dione